N-((5-cyclopropyl-1H-indazol-4-yl)methyl)-4-(difluoromethoxy)benzamide C1(CC1)C=1C(=C2C=NNC2=CC1)CNC(C1=CC=C(C=C1)OC(F)F)=O